(S)-4-(N-(3-(tert-butyl)-5-cyclopropylbenzyl)-2-(N-(4-chlorobenzyl)-(2,3,4,5,6-pentafluorophenyl)sulfonamido)-3-methylbutanamido)-2-hydroxybenzoic acid C(C)(C)(C)C=1C=C(CN(C([C@H](C(C)C)N(S(=O)(=O)C2=C(C(=C(C(=C2F)F)F)F)F)CC2=CC=C(C=C2)Cl)=O)C2=CC(=C(C(=O)O)C=C2)O)C=C(C1)C1CC1